4-chloro-7-methoxy-N-[(4-methoxyphenyl)methyl]pyrido[3,2-d]pyrimidin-6-amine ClC=1C2=C(N=CN1)C=C(C(=N2)NCC2=CC=C(C=C2)OC)OC